3-bromo-1-(2,6-dimethylphenyl)-4-[(4-fluorobenzyl)oxy]-6-methylpyridin-2(1H)-one BrC=1C(N(C(=CC1OCC1=CC=C(C=C1)F)C)C1=C(C=CC=C1C)C)=O